FC=1C=NC2=C(C=CC=C2C1)NS(=O)(=O)C1=NC=C(C=C1)C N-(3-fluoro-quinolin-8-yl)-5-methyl-pyridine-2-sulfonamide